(S)-1-(3-(but-2-ynamido)cyclohex-1-en-1-yl)-2-fluoro-5,6,7,8,9,10-hexahydrocyclohepta[b]indole-4-carboxamide C(C#CC)(=O)N[C@@H]1C=C(CCC1)C1=C2C3=C(NC2=C(C=C1F)C(=O)N)CCCCC3